FC=1C(=C2C(=NC1C)N(C(=C2)C(=O)O)S(=O)(=O)C2=CC=C(C)C=C2)C 5-fluoro-4,6-dimethyl-1-(p-toluenesulfonyl)pyrrolo[2,3-b]pyridine-2-carboxylic acid